N,N-Dimethyl-2-(4-(2-(6-methylpyridin-2-yl)-6,7-dihydro-5H-pyrrolo[1,2-a]imidazol-3-yl)pyridin-2-yl)-4,6-dihydropyrrolo[3,4-d]imidazol-5(1H)-carboxamide CN(C(=O)N1CC=2NC(=NC2C1)C1=NC=CC(=C1)C1=C(N=C2N1CCC2)C2=NC(=CC=C2)C)C